4-fluoro-6-(1-methanesulfonylazetidin-3-yl)oxy-indane-2-carbaldehyde FC1=C2CC(CC2=CC(=C1)OC1CN(C1)S(=O)(=O)C)C=O